C(#C)C1=C2C(=CN=CC2=CC=C1F)C1=C(C=2N=C(N=C(C2C=N1)N(C[C@H]1NCCC1)C)N1CC2CCC(C1)N2C)F 7-(5-ethynyl-6-fluoroisoquinolin-4-yl)-8-fluoro-N-methyl-2-(8-methyl-3,8-diazabicyclo[3.2.1]octan-3-yl)-N-(((S)-pyrrolidin-2-yl)methyl)pyrido[4,3-d]pyrimidin-4-amine